C1=C(C=CC2=CC=CC=C12)C=1NC(C=2N(C1)N=C(C2C(C)C)C(=O)OCC)=O ethyl 6-(naphthalen-2-yl)-4-oxo-3-(propan-2-yl)-4,5-dihydropyrazolo[1,5-a]pyrazine-2-carboxylate